Perfluorodecanethiol FC(C(C(C(C(C(C(C(C(C(F)(F)F)(F)F)(F)F)(F)F)(F)F)(F)F)(F)F)(F)F)(F)F)(S)F